{4-(4,4,5,5-tetramethyl-[1,3,2]dioxaborolane-2-yl)phenyl}-phenylamine CC1(OB(OC1(C)C)C1=CC=C(C=C1)NC1=CC=CC=C1)C